CC1=NC=NC(=C1C1=CC=C(C[N+]2=NOC(=C2)[N-]C(NC2=CC(=C(C=C2)O)C(F)(F)F)=O)C=C1)C (3-(4-(4,6-Dimethylpyrimidin-5-yl)benzyl)-1,2,3-oxadiazol-3-ium-5-yl)((4-hydroxy-3-(trifluoromethyl)phenyl)carbamoyl)amide